N=C(SC)NC1=C(N=NN1C)C1=CC=C(C(=N1)C)O[C@@H]1C[C@H](CCC1)C(=O)OC Methyl (1S,3S)-3-((6-(5-((imino(methylthio)methyl)amino)-1-methyl-1H-1,2,3-triazol-4-yl)-2-methylpyridin-3-yl)oxy)cyclohexane-1-carboxylate